benzo[g]quinazolin-4-one N1=CNC(C2=CC3=C(C=C12)C=CC=C3)=O